ClC1=NC=2C=CC=CC2C=2N1N=C(N2)C=2C=NN(C2C)C 5-chloro-2-(1,5-dimethyl-1H-pyrazol-4-yl)[1,2,4]triazolo[1,5-c]quinazoline